(4-nitrobenzoyl)hydroxylamine [N+](=O)([O-])C1=CC=C(C(=O)NO)C=C1